N-isopentyl-3-methoxybenzamide C(CC(C)C)NC(C1=CC(=CC=C1)OC)=O